FC1(C(C1)C1=NN(C=C1[N+](=O)[O-])COCC[Si](C)(C)C)F 3-(2,2-difluorocyclopropyl)-4-nitro-1-((2-(trimethylsilyl)ethoxy)methyl)-1H-pyrazole